1-(4-((3-(1H-imidazol-1-yl)benzyl)(3-methoxybenzyl)amino)benzyl)piperazin-2-one N1(C=NC=C1)C=1C=C(CN(C2=CC=C(CN3C(CNCC3)=O)C=C2)CC2=CC(=CC=C2)OC)C=CC1